(((trifluoromethyl)sulfonyl)oxy)-2,3,4,7-tetrahydro-1H-azepine-1-carboxylic acid tert-butyl ester C(C)(C)(C)OC(=O)N1C(CCC=CC1)OS(=O)(=O)C(F)(F)F